N1(CCC1)[C@H]1CN2C(OC1)=C(C=N2)[S@@](=O)(N)=NC(NC2=C1C[C@H](CC1=CC=1CCCC21)F)=O (R,6S)-6-(azetidin-1-yl)-N'-(((S)-2-fluoro-1,2,3,5,6,7-hexahydro-s-indacen-4-yl)carbamoyl)-6,7-dihydro-5H-pyrazolo[5,1-b][1,3]oxazine-3-sulfonimidamide